CN1N=C(C(=C1)C(=O)N1CC2=C(C=C(C=C2CC1)C=1C=C2C(=NC1)NC=C2C)[C@H]2N(CCC2)C(=O)OC(C)(C)C)C (S)-tert-butyl 2-(2-(1,3-dimethyl-1H-pyrazole-4-carbonyl)-6-(3-methyl-1H-pyrrolo[2,3-b]pyridin-5-yl)-1,2,3,4-tetrahydroisoquinolin-8-yl)pyrrolidine-1-carboxylate